C1(=CC=CC=C1)C1CC(CNC1)OC=1C=C(CNC(OC(C)(C)C)=O)C=CC1 tert-butyl (3-((5-phenylpiperidin-3-yl)oxy)benzyl)carbamate